2-(6-amino-2-methylpyridin-3-yl)isoindole NC1=CC=C(C(=N1)C)N1C=C2C=CC=CC2=C1